1-cyclopropyl-6-fluoro-7-(1-acetyl-octahydro-6H-pyrrolo[3,4-b]pyridin-6-yl)-3-(4-nitrocinnamoyl)-8-methoxyquinolin-4(1H)-one C1(CC1)N1C=C(C(C2=CC(=C(C(=C12)OC)N1CC2N(CCCC2C1)C(C)=O)F)=O)C(C=CC1=CC=C(C=C1)[N+](=O)[O-])=O